C(C=C)(=O)OCCCOC(C=1C(C(=O)[O-])=CC=CC1)=O.C(C1=CC=CC=C1)[N+](CCCC)(CCCC)CCCC Benzyl-tri-n-butylammonium (acryloyloxy)propyl-phthalate